bis(4-methylphenyl)iodonium p-toluenesulfonic acid salt CC1=CC=C(C=C1)S(=O)(=O)[O-].CC1=CC=C(C=C1)[I+]C1=CC=C(C=C1)C